P(=O)(O)(O)O[C@H]1C[C@@H](O[C@@H]1CO)N1C(=O)NC(=O)C=C1 deoxyuridine-3'-phosphate